(R)-(4-amino-1,3-dihydrofuro[3,4-c][1,7]naphthyridin-8-yl)(2-(4-(trifluoromethyl)phenyl)piperidin-1-yl)methanone NC1=NC=2C=NC(=CC2C2=C1COC2)C(=O)N2[C@H](CCCC2)C2=CC=C(C=C2)C(F)(F)F